(S)-ethyl 8-(2-amino-6-((R)-1-(4',5-dichloro-3'-methyl-[1,1'-biphenyl]-2-yl)-2,2,2-trifluoroethoxy)pyrimidin-4-yl)-2,8-diazaspiro[4.5]decane-3-carboxylate NC1=NC(=CC(=N1)N1CCC2(C[C@H](NC2)C(=O)OCC)CC1)O[C@@H](C(F)(F)F)C1=C(C=C(C=C1)Cl)C1=CC(=C(C=C1)Cl)C